COC=1C=C(C=CC1)C(CN1CC2C(C1)CC(C2)C2=CC=CC=C2)O (3-methoxyphenyl)-2-{5-phenyl-octahydrocyclopenta[c]pyrrol-2-yl}ethan-1-ol